O1C(CCCC1)OCCN1C[C@@H](CCC1)NC1=NN=C(C=2N1C=CC2)C2=C(C=C(C=C2)C(F)(F)F)O 2-(4-(((3R)-1-(2-((tetrahydro-2H-pyran-2-yl)oxy)ethyl)piperidin-3-yl)amino)pyrrolo[1,2-d][1,2,4]triazin-1-yl)-5-(trifluoromethyl)phenol